COCCCOC=1C=C(C=CC1OCC1=C(C=CC=C1)C(F)(F)F)C1C=2C(NC(C1)=O)=NNC2 4-[3-(3-Methoxypropoxy)-4-{[2-(trifluoromethyl)phenyl]methoxy}phenyl]-2H,4H,5H,6H,7H-pyrazolo[3,4-b]pyridin-6-one